tert-butyl (4-(methylsulfonyl)-2,3-dihydrobenzofuran-7-yl)carbamate CS(=O)(=O)C1=CC=C(C2=C1CCO2)NC(OC(C)(C)C)=O